(4-(3-(2-((2-bromo-4-fluorophenyl)amino)-5-(trifluoromethyl)benzoylamino)-6-methoxypyridin-2-yl)but-3-yn-1-yl)-carbamic acid tert-butyl ester C(C)(C)(C)OC(NCCC#CC1=NC(=CC=C1NC(C1=C(C=CC(=C1)C(F)(F)F)NC1=C(C=C(C=C1)F)Br)=O)OC)=O